triethylsilyl-mercaptoether C(C)[Si](CC)(CC)OS